(E)-N-(2-chloro-6-(1H-imidazol-1-yl)-9H-purin-9-yl)-1-(m-tolyl)methanimine ClC1=NC(=C2N=CN(C2=N1)/N=C/C=1C=C(C=CC1)C)N1C=NC=C1